CN1CCC(CC1)(C)C=1SC2=C(N1)C=C(C=C2)[C@@H]2N(C[C@H](CC2)C)C(C(=O)NC=2C1=C(C=NC2)C=NN1COCC[Si](C)(C)C)=O 2-((2R,5S)-2-(2-(1,4-dimethylpiperidin-4-yl)benzo[d]thiazol-5-yl)-5-methylpiperidin-1-yl)-2-oxo-N-(1-((2-(trimethylsilyl)ethoxy)methyl)-1H-pyrazolo[4,3-c]pyridin-7-yl)acetamide